N=1C=C(N2C1C=CC=C2)C(=O)N2CC1=C(CC2)C(=CS1)C(=O)NC=1C=C(OCCN2CCN(CC2)C(=O)OC(C)(C)C)C=C(C1)C(F)(F)F tert-butyl 4-(2-(3-(6-(imidazo[1,2-a]pyridine-3-carbonyl)-4,5,6,7-tetrahydrothieno[2,3-c]pyridine-3-carboxamido)-5-(trifluoromethyl)phenoxy)ethyl)piperazine-1-carboxylate